N1=C(N=CC=C1)N1N=NC=2CN(CCC21)C=O (1-(pyrimidin-2-yl)-1,4,6,7-tetrahydro-5H-[1,2,3]triazolo[4,5-c]pyridine-5-yl)methanone